(-)-1-{(3S*,4R*)-4-(2,6-difluoro-4-methoxyphenyl)-1-[(methylsulfonyl)methyl]-2-oxopyrrolidin-3-yl}-3-(4-fluorophenyl)urea FC1=C(C(=CC(=C1)OC)F)[C@H]1[C@@H](C(N(C1)CS(=O)(=O)C)=O)NC(=O)NC1=CC=C(C=C1)F |o1:10,11|